1-(2-ethylhexyl)-3-dodecylimidazolium 2-ethylhexanoate C(C)C(C(=O)[O-])CCCC.C(C)C(CN1C=[N+](C=C1)CCCCCCCCCCCC)CCCC